C(C)(C)(C)OC(=O)N1CCC(CC1)N1C(N(CC=2C1=NC(=NC2)S(=O)(=O)C)C2=C(C(=CC(=C2Cl)OC)OC)Cl)=O 4-(3-(2,6-dichloro-3,5-dimethoxyphenyl)-7-(methylsulfonyl)-2-oxo-3,4-dihydropyrimido[4,5-d]pyrimidin-1(2H)-yl)piperidine-1-carboxylic acid tert-butyl ester